C(C)(C)(C)OC(NC=1C=NC(=CC1)CO)=O N-[6-(hydroxymethyl)pyridin-3-yl]carbamic acid tert-butyl ester